FC=1C=C(C=CC1)C1CCC(CC1)OCC(C[N+](=O)[O-])C=1C(N(C=C(C1)C)C)=O 3-[1-[[4-(3-fluorophenyl)cyclohexyloxy]methyl]-2-nitro-ethyl]-1,5-dimethyl-pyridin-2-one